C1(CCC1)C1=C(C(=C2C(=N1)CCC2)N)C 2-Cyclobutyl-3-methyl-6,7-dihydro-5H-cyclopenta[b]pyridin-4-amine